ClC=1C=CC2=C(CC(CC=3N2C(=NN3)C3CCN(CC3)[C@@H]3COCC3)OC)C1 8-Chloro-5-methoxy-1-{1-[(3S)-tetrahydrofuran-3-yl]piperidin-4-yl}-5,6-dihydro-4H-[1,2,4]triazolo[4,3-a][1]benzazepin